5-[3-benzyloxy-1-fluoro-7-[[(3S)-3-piperidyl]methoxy]-2-naphthyl]-1,1-dioxo-1,2,5-thiadiazolidin-3-one C(C1=CC=CC=C1)OC=1C(=C(C2=CC(=CC=C2C1)OC[C@@H]1CNCCC1)F)N1CC(NS1(=O)=O)=O